ClC=1C=C(C#N)C=C(C1OC1=C(N=CN(C1=O)CC1=C(N=C(NC1=O)C)C)[C@@H](C)F)C (R)-3-chloro-4-((1-((2,4-dimethyl-6-oxo-1,6-dihydropyrimidin-5-yl)-methyl)-4-(1-fluoroethyl)-6-oxo-1,6-dihydropyrimidin-5-yl)oxy)-5-methylbenzonitrile